[Si](C)(C)(C(C)(C)C)OC=1C=CC(=C(C1)NC(=O)C=1C(=NC(=NC1)NC1=CC(=C(C=C1)C1CCN(CC1)C)C)OC)Cl N-(5-((tert-butyldimethylsilyl)oxy)-2-chlorophenyl)-4-methoxy-2-((3-methyl-4-(1-methylpiperidin-4-yl)phenyl)amino)pyrimidine-5-carboxamide